5-(3,8-diazabicyclo[3.2.1]octan-8-yl)-2-(2,6-dioxopiperidin-3-yl)isoindoline-1,3-dione C12CNCC(CC1)N2C=2C=C1C(N(C(C1=CC2)=O)C2C(NC(CC2)=O)=O)=O